FC=1C=CC(=C(C1)C(CC)=O)OC (5-fluoro-2-methoxyphenyl)-1-propanone